(Z)-8-tetradecenyl acetate C(C)(=O)OCCCCCCC\C=C/CCCCC